6,8-Difluoro-3,4-dihydronaphthalen-1(2H)-one oxime FC=1C=C2CCCC(C2=C(C1)F)=NO